2,7-dichloro-8-fluoro-N-((1s,2s)-2-fluorocyclopropyl)-N-methylpyrido[4,3-d]pyrimidin-4-amine ClC=1N=C(C2=C(N1)C(=C(N=C2)Cl)F)N(C)[C@@H]2[C@H](C2)F